ClC1=NC(=CC=C1)OCC1CCC1 2-chloro-6-(cyclobutylmethoxy)pyridine